Ethyl α-hydroxy-3,4-methylenedioxyphenylacetate OC(C(=O)OCC)C1=CC2=C(C=C1)OCO2